C(CCC)C=1C2=CC=CC=C2C(=C2C=CC=CC12)CCCC 9,10-dibutylanthracene